7-bromo-4-chloro-5-(2-fluorophenyl)-5H-pyrrolo[3,2-d]pyrimidine BrC1=CN(C2=C1N=CN=C2Cl)C2=C(C=CC=C2)F